2-(aminoethyl)-4-bromo-aniline, dihydrochloride Cl.Cl.NCCC1=C(N)C=CC(=C1)Br